2-(5-Amino-3-(benzo[d][1,3]dioxol-5-yl)-1H-pyrazol-1-yl)acetic acid NC1=CC(=NN1CC(=O)O)C1=CC2=C(OCO2)C=C1